ethyl 2-(4,4-difluoro-3-methylpiperidin-1-yl)-5-fluoroquinoline-3-carboxylate FC1(C(CN(CC1)C1=NC2=CC=CC(=C2C=C1C(=O)OCC)F)C)F